2-(3-ethyl-1-methyl-1H-pyrazole-4-carboxamido)-7-methoxy-1H-benzo[d]Imidazole-5-carboxamide C(C)C1=NN(C=C1C(=O)NC1=NC2=C(N1)C(=CC(=C2)C(=O)N)OC)C